(3R)-1-[8-amino-1-(4-{[4-(trifluoromethyl)pyridin-2-yl]carbamoyl}phenyl)imidazo[1,5-a]pyrazin-3-yl]-3-methylpiperidine-3-carboxylic acid NC=1C=2N(C=CN1)C(=NC2C2=CC=C(C=C2)C(NC2=NC=CC(=C2)C(F)(F)F)=O)N2C[C@@](CCC2)(C(=O)O)C